(1S)-N-((1S)-7-oxo-1-(5-(1,2,3,4-tetrahydro-1,4-epiminonaphthalen-5-yl)-1-((2-(trimethylsilyl)ethoxy)methyl)-1H-imidazol-2-yl)nonyl)-6-azaspiro[2.5]octane-1-carboxamide O=C(CCCCC[C@@H](C=1N(C(=CN1)C1=C2C3CCC(C2=CC=C1)N3)COCC[Si](C)(C)C)NC(=O)[C@H]3CC31CCNCC1)CC